(R)-4-(3,3-dimethylbutanoyl)-N-(pyrrolidin-3-ylmethyl)-3,4-dihydroquinoxaline-1(2H)-carboxamide CC(CC(=O)N1CCN(C2=CC=CC=C12)C(=O)NC[C@H]1CNCC1)(C)C